5-[2-[(1-Methylsulfonylpiperidin-4-yl)amino]-5-(trifluoromethyl)pyrimidin-4-yl]-N-(trideuteriomethyl)-1,3-thiazol-2-amine CS(=O)(=O)N1CCC(CC1)NC1=NC=C(C(=N1)C1=CN=C(S1)NC([2H])([2H])[2H])C(F)(F)F